(S)-N-(1-(3-Fluoro-4-methylphenyl)ethyl)-2-(1-methyl-4-oxo-3-(trifluoromethyl)-1,4-dihydro-5H-pyrazolo[3,4-d]pyridazin-5-yl)acetamid FC=1C=C(C=CC1C)[C@H](C)NC(CN1N=CC2=C(C1=O)C(=NN2C)C(F)(F)F)=O